4-(((3S,4R)-1-((2-chloro-4-(trifluoromethyl)phenyl)sulfonyl)-4-hydroxy-4-(hydroxymethyl)pyrrolidin-3-yl)sulfonyl)-2-fluorobenzonitrile ClC1=C(C=CC(=C1)C(F)(F)F)S(=O)(=O)N1C[C@@H]([C@@](C1)(CO)O)S(=O)(=O)C1=CC(=C(C#N)C=C1)F